N-(azetidin-3-ylmethyl)-N-[4-[[4-[[2-(6-methyl-2-pyridyl)pyrimidin-4-yl]amino]pyrimidin-2-yl]amino]phenyl]acetamide N1CC(C1)CN(C(C)=O)C1=CC=C(C=C1)NC1=NC=CC(=N1)NC1=NC(=NC=C1)C1=NC(=CC=C1)C